COC1=C(C=CC=C1C)NC1=C(NC2=C1C(NCC2)=O)C2=C(C=NC=C2)OC[C@H]2N(CCC2)C(C=C)=O 3-[(2-methoxy-3-methylphenyl)amino]-2-(3-{[(2S)-1-(prop-2-enoyl)pyrrolidin-2-yl]methoxy}pyridin-4-yl)-1H,5H,6H,7H-pyrrolo[3,2-c]pyridin-4-one